3,7,11,15-tetramethyl-hexadecyl 2,3-dihydroxypropionate OC(C(=O)OCCC(CCCC(CCCC(CCCC(C)C)C)C)C)CO